ClC1=C2C(CCOC2=C(C=C1)S(=O)(=O)N[C@@H]([C@H](C)C1=C(C(=CC=C1)C)C)C=1OC(NN1)=O)O 5-chloro-N-((1S,2R)-2-(2,3-dimethylphenyl)-1-(5-oxo-4,5-dihydro-1,3,4-oxadiazol-2-yl)propyl)-4-hydroxychroman-8-sulfonamide